C1(CC1)C(=O)N1CC(=CCC1)C1=NC(=NC=C1F)N[C@@H]1CC[C@H](CC1)NC(OC(C)(C)C)=O trans-tert-butyl (4-((4-(1-(cyclopropanecarbonyl)-1,2,5,6-tetrahydropyridin-3-yl)-5-fluoropyrimidin-2-yl)amino)cyclohexyl)carbamate